O[C@H]1N(C(N(C1)C=1C=NC=C(C1)C(F)(F)F)=O)C1CCC(CC1)OC1=NC=NC2=CC(=CC=C12)OC (4R)-4-hydroxy-3-[4-(7-methoxyquinazolin-4-yl)oxycyclohexyl]-1-[5-(trifluoromethyl)-3-pyridyl]imidazolidin-2-one